NCC=1C=C(C=CC1)CN1CCC(CC1)(CC#N)N1N=C(C(=C1)C(=O)N)NC(=O)C1CC1 1-[1-[[3-(aminomethyl)phenyl]methyl]-4-(cyanomethyl)-4-piperidyl]-3-(cyclopropanecarbonylamino)pyrazole-4-carboxamide